COC(=O)C=1C=CC=2N(N1)C(=NN2)C2CCOCC2 (tetrahydro-2H-pyran-4-yl)-[1,2,4]Triazolo[4,3-b]Pyridazine-6-carboxylic acid methyl ester